2-(bromomethyl)-5-methoxypyridine BrCC1=NC=C(C=C1)OC